CO[Si](CCCNC(=O)NCCC[Si](C1=CC=CC=C1)(OC)OC)(C1=CC=CC=C1)OC N,N'-bis(3-dimethoxyphenylsilylpropyl)urea